C(N)(=O)C=1N(C2=CC(=CC=C2C1)OC(F)(F)F)C1=CC=CC(=N1)[C@@H]1C([C@H]1C(=O)O)(C)C |r| trans-(rac)-3-(6-(2-carbamoyl-6-(trifluoromethoxy)-1H-indol-1-yl)pyridin-2-yl)-2,2-dimethylcyclopropane-1-carboxylic acid